N-(4-hydroxy-phenyl)-phenyl-acetamide OC1=CC=C(C=C1)NC(CC1=CC=CC=C1)=O